dihydrooxazolo[5,4-d]pyrrolo[1,2-a]pyrimidine N1COC2=NC=3N(C=C21)C=CC3